COC1=NC(=CC=C1N)C#C[Si](C)(C)C 2-methoxy-6-((trimethylsilyl)ethynyl)pyridin-3-amine